C(C)(CC)NC(C)=NC(C)CC.[Cu+] copper (I) N,N'-di-sec-butylacetamidine